7-bromo-2,4-dichloro-8-fluoro-6-methoxyquinazoline BrC1=C(C=C2C(=NC(=NC2=C1F)Cl)Cl)OC